3-(4-chlorophenyl)propanamide ClC1=CC=C(C=C1)CCC(=O)N